C1(=CC=CC=C1)C(C)(C)N1C2CNCC1C=C2 8-(2-phenylpropan-2-yl)-3,8-diazabicyclo[3.2.1]oct-6-ene